N1C=NC(=C1)N[C@H]1C[C@H](N(C1)C=1C2=C(N=C(N1)C)C1=C(O2)C=CC=C1)C(=O)O (2S,4S)-4-((1H-imidazol-4-yl)amino)-1-(2-methylbenzofuro[3,2-d]pyrimidin-4-yl)pyrrolidine-2-carboxylic acid